O[C@@H]1C[C@H](N(C1)C(=O)[C@@H](NC(CCOCCOCCOCCC(=O)OC(C)(C)C)=O)C(C)(C)C)C(NCC1=CC=C(C=C1)C1=C(N=CS1)C)=O tert-butyl (S)-15-((2S,4R)-4-hydroxy-2-((4-(4-methylthiazol-5-yl)benzyl)carbamoyl)pyrrolidine-1-carbonyl)-16,16-dimethyl-13-oxo-4,7,10-trioxa-14-azaheptadecanoate